C1(CC1)C(CN(C=O)C1=C(C=C2CCNC(C2=C1)=O)F)=O N-(2-cyclopropyl-2-oxoethyl)-N-(6-fluoro-1-oxo-1,2,3,4-tetrahydroisoquinolin-7-yl)carboxamide